N1=CC=C2N1C=CC=C2CO pyrazolo[1,5-a]pyridin-4-yl-methanol